CC1(NC2=CC=CC=C2C(N1)=O)C1=CC=CC=C1 2-methyl-2-phenyl-2,3-dihydro-quinazolin-4(1H)-one